ethyl 3-(2,2-dimethyl-1,3-dioxolan-4-yl)-4-nitrobutyrate CC1(OCC(O1)C(CC(=O)OCC)C[N+](=O)[O-])C